(1S)-1-[3-(5-Chloro-2-methoxyphenyl)-1,2,4-oxadiazol-5-yl]-6-azaspiro[2.5]octane-6-sulfonamide ClC=1C=CC(=C(C1)C1=NOC(=N1)[C@H]1CC12CCN(CC2)S(=O)(=O)N)OC